tert-butyl (R)-2-(4-fluoro-1-oxo-6-(4,4,5,5-tetramethyl-1,3,2-dioxaborolan-2-yl)isoindolin-2-yl)propanoate FC1=C2CN(C(C2=CC(=C1)B1OC(C(O1)(C)C)(C)C)=O)[C@@H](C(=O)OC(C)(C)C)C